methylmethylenemethylethylene CC=CC=C